4-(3-bromo-5-fluoro-4-nitro-phenyl)morpholine BrC=1C=C(C=C(C1[N+](=O)[O-])F)N1CCOCC1